1-(4-Nitrophenyl)azetidine-3-carbaldehyde [N+](=O)([O-])C1=CC=C(C=C1)N1CC(C1)C=O